(6R,7R)-7-(6-amino-4-methyl-3-(trifluoromethyl)pyridin-2-yl)-2-((hexahydro-1H-pyrrolizin-7a-yl)methoxy)-N,6-dimethyl-N-((R)-pyrrolidin-3-yl)-5,6,7,8-tetrahydroquinazolin-4-amine NC1=CC(=C(C(=N1)[C@H]1[C@@H](CC=2C(=NC(=NC2C1)OCC12CCCN2CCC1)N([C@H]1CNCC1)C)C)C(F)(F)F)C